hexahydro-1H-pyrrolizin C1CCN2CCCC12